C1(CC1)C1=CC=CC(=N1)CN1C(C2=CC=C(C=C2C=N1)SC=1C=NN(C1)C1OCCCC1)=O 2-((6-cyclopropylpyridin-2-yl)methyl)-6-((1-(tetrahydro-2H-pyran-2-yl)-1H-pyrazol-4-yl)thio)phthalazin-1(2H)-one